O=C1N(C(C2=CC=CC=C12)=O)[C@H](C1(CC1)C#N)C=1C=CC2=C(N(C=N2)COCC[Si](C)(C)C)C1 (S)-1-((1,3-Dioxoisoindolin-2-yl)(1-((2-(trimethylsilyl)ethoxy)methyl)-1H-benzo[d]imidazol-6-yl)methyl)cyclopropane-1-carbonitrile